acryloyl-4-methoxy-2,2,6,6-tetramethylpiperidine C(C=C)(=O)N1C(CC(CC1(C)C)OC)(C)C